COC1=CC=C(CN2C(C(CC2)(C(=O)NNC(=O)OC(C)(C)C)C=C)=O)C=C1 tert-butyl 2-(1-(4-methoxybenzyl)-2-oxo-3-vinylpyrrolidine-3-carbonyl)hydrazine-1-carboxylate